BrC=1C=C(C=C(C1)OC)C1=NC=NN1C 5-(3-bromo-5-methoxyphenyl)-1-methyl-1H-1,2,4-triazole